NC1=NC(=C2N=CN(C2=N1)CC1=C(C=C(C=C1)N)F)C=1C(=C(C#N)C=CC1)F 3-(2-amino-9-(4-amino-2-fluorobenzyl)-9H-purin-6-yl)-2-fluorobenzonitrile